ClC=1C=C2CCC[C@]3(C2=CC1)CN(C1=C(OC3)C=CC(=C1)C(=O)OC)CC1C(CC1)[C@H]1OC=CC(C1)=O (1'S)-METHYL 6'-CHLORO-5-((2-((S)-4-OXO-3,4-DIHYDRO-2H-PYRAN-2-YL)CYCLOBUTYL)METHYL)-3',4,4',5-TETRAHYDRO-2H,2'H-SPIRO[BENZO[B][1,4]OXAZEPINE-3,1'-NAPHTHALENE]-7-CARBOXYLATE